N-(3-methoxy-2-methylbenzoyl)-N-t-butylhydrazine COC=1C(=C(C(=O)N(N)C(C)(C)C)C=CC1)C